C1(=CC=CC=C1)S(=O)(=O)OC=1C=C(OC2=C(C=CC=C2)/C(/C(=O)OC)=C\OC)C=CC1 methyl (E)-2-[2-[3-(phenyl-sulfonyloxy)phenoxy]phenyl]-3-methoxyacrylate